6-(4-((tert-butyloxycarbonyl)amino)phenyl)-7-(dibenzylamino)pyrazolo[1,5-a]pyrimidin-3-carboxylate C(C)(C)(C)OC(=O)NC1=CC=C(C=C1)C=1C=NC=2N(C1N(CC1=CC=CC=C1)CC1=CC=CC=C1)N=CC2C(=O)[O-]